Cl.C(#C)C1=NC=C(C=C1)OC1CCNCC1 2-ethynyl-5-(piperidin-4-yloxy)pyridine hydrochloride